antimony nickel-lead [Pb].[Ni].[Sb]